2-(7-fluoro-2-methylquinoline-3-carbonyl)-8,8-dimethyl-7-oxo-2-azaspiro[3.5]non-5-ene-6-carbonitrile FC1=CC=C2C=C(C(=NC2=C1)C)C(=O)N1CC2(C1)C=C(C(C(C2)(C)C)=O)C#N